8a-Methyl-7-(7H-pyrrolo[2,3-d]pyrimidin-4-yl)-3,4,4a,5,6,8-hexa-hydro-1H-2,7-naphthyridin-2-sulfonamid CC12CN(CCC2CCN(C1)S(=O)(=O)N)C=1C2=C(N=CN1)NC=C2